[6-(oxetan-3-yloxy)pyridazin-3-yl]amine O1CC(C1)OC1=CC=C(N=N1)N